4-{2-[(4-{5H,6H,7H,8H,9H-[1,2,4]triazolo[4,3-a]azepin-3-yl}phenyl)methoxy]phenyl}-1,2-oxazole N=1N=C(N2C1CCCCC2)C2=CC=C(C=C2)COC2=C(C=CC=C2)C=2C=NOC2